C1CCC12CCN(CC2)C2=CC=C(C=C2)N2N=CC1=CC(=C(C(=C21)F)O)F 1-(4-(7-Azaspiro[3.5]nonan-7-yl)phenyl)-5,7-difluoro-1H-indazol-6-ol